(S)-7-chloro-N-(1-cyclopropylethyl)-3-(2,6-dichloro-3,5-dimethoxyphenyl)-2,6-naphthyridine-1-amine ClC1=NC=C2C=C(N=C(C2=C1)N[C@@H](C)C1CC1)C1=C(C(=CC(=C1Cl)OC)OC)Cl